FC1=CC(=C(C=C1)N1CN(C(C2=CC=C(C=C12)C(F)(F)F)=O)C1=CN(C(C=C1)=O)C)C 1-(4-fluoro-2-methylphenyl)-3-(1-methyl-6-oxo-1,6-dihydropyridin-3-yl)-7-(trifluoromethyl)-2,3-dihydro-quinazolin-4(1H)-one